methyl 4-(benzyl(methyl)carbamoyl)-2'-(trifluoromethyl)-[1,1'-biphenyl]-3-carboxylate C(C1=CC=CC=C1)N(C(=O)C1=C(C=C(C=C1)C1=C(C=CC=C1)C(F)(F)F)C(=O)OC)C